C(C=C)OCC(C(=O)OCC=C(C)C)=C 3-methyl-2-butenyl α-allyloxymethylacrylate